ethyl 2-(4-((6-(((S)-1-(4-(tert-butyl)phenyl)ethyl)carbamoyl)-1,2-dimethyl-1H-indol-3-yl)methyl)phenoxy)propanoate C(C)(C)(C)C1=CC=C(C=C1)[C@H](C)NC(=O)C1=CC=C2C(=C(N(C2=C1)C)C)CC1=CC=C(OC(C(=O)OCC)C)C=C1